(4-(methylsulfonylmethyl)benzyl)-2-oxo-2,3-dihydro-1H-benzo[d]imidazole-1-carboxylic acid tert-butyl ester C(C)(C)(C)OC(=O)N1C(N(C2=C1C=CC=C2)CC2=CC=C(C=C2)CS(=O)(=O)C)=O